N-({5-chloro-6-[6-fluoro-5-(methylamino)-2-pyridyl]-2-indolyl}methyl)acetamide ClC=1C=C2C=C(NC2=CC1C1=NC(=C(C=C1)NC)F)CNC(C)=O